COC1=CC(=CC2=C1N(C(=N2)C2=CC=1C=CC=3CN(C(CCCCCCCN2C1N3)=O)C)C)C(=O)OC methyl 7-methoxy-1-methyl-2-(10-methyl-9-oxo-1,10,19-triazatricyclo[10.5.2.015,18]nonadeca-12(19),13,15(18),16-tetraen-17-yl)benzimidazole-5-carboxylate